N1(CCNCC1)C1=NC=CC=N1 2-(piperazin-1-yl)pyrimidine